N-((9-beta-ribofuranosyl-2-methylthiopurine-6-yl)carbamoyl)threonine [C@@H]1([C@H](O)[C@H](O)[C@H](O1)CO)N1C2=NC(=NC(=C2N=C1)NC(=O)N[C@@H]([C@H](O)C)C(=O)O)SC